CC1(CC=2N(C(=CN2)C2=CC(=NC=C2F)NC(=O)[C@@H]2C[C@@H](CCC2)NC(OC(C)(C)C)=O)C1)C Tert-butyl ((1R,3S)-3-((4-(6,6-dimethyl-6,7-dihydro-5H-pyrrolo[1,2-a]imidazol-3-yl)-5-fluoropyridin-2-yl)carbamoyl)cyclohexyl)carbamate